2-(1,1-dioxidothiomorpholino)nicotinaldehyde O=S1(CCN(CC1)C1=C(C=O)C=CC=N1)=O